N-(1-(tert-butylsulfonyl)-1,2,3,4-tetrahydroquinolin-7-yl)-4-((2-hydroxyethyl)sulfonamido)-2-(6-azaspiro[2.5]octan-6-yl)benzamide C(C)(C)(C)S(=O)(=O)N1CCCC2=CC=C(C=C12)NC(C1=C(C=C(C=C1)NS(=O)(=O)CCO)N1CCC2(CC2)CC1)=O